benzyl 1-(9H-fluoren-9-yl)-10-methyl-3,6-dioxo-2,9-dioxa-4,7-diazaundecan-11-oate C1=CC=CC=2C3=CC=CC=C3C(C12)COC(NCC(NCOC(C(=O)OCC1=CC=CC=C1)C)=O)=O